C(C)(=O)C1=CC(=C(C=C1)CC(=O)OCC)OCC=1C=C(C2=C(C(=CO2)C(F)(F)F)C1)C1=C(C(=NC=C1)CNS(=O)C(C)(C)C)F ethyl 2-(4-acetyl-2-((7-(2-((1,1-dimethylethylsulfinamido)methyl)-3-fluoropyridin-4-yl)-3-(trifluoromethyl)benzofuran-5-yl)methoxy)phenyl)acetate